8-Chloro-11-(piperazin-1-yl)-5H-dibenzo[b,e][1,4]diazepine ClC=1C=CC2=C(N=C(C3=C(N2)C=CC=C3)N3CCNCC3)C1